N-(2-(difluoromethyl)pyridin-4-yl)-2-fluoro-8-methyl-8-(trifluoromethyl)-7,8-dihydro-6H-pyrazolo[1,5-a]pyrrolo[2,3-e]pyrimidine-6-carboxamide FC(C1=NC=CC(=C1)NC(=O)N1CC(C2=C1C=NC=1N2N=C(C1)F)(C(F)(F)F)C)F